N-aminoethylthiopropyl-glycine NCCSCCCNCC(=O)O